ClC1=CC=C(S1)C1=CC(=NN1)NC1=C(C=C(C=C1)O)CC 4-((5-(5-chlorothiophen-2-yl)-1H-pyrazol-3-yl)amino)-3-ethylphenol